C(CCCCCCC\C=C/CCCCCCCC)OC[C@@H](OCC1=CC(=C(C=C1)OC)F)CO 1-O-oleyl-2-O-(3-fluoro-4-methoxybenzyl)-sn-glycerol